CC1=C(OC2=C(C=C(C=C2C1=O)C)[C@@H](C)NC1=C(C=CC=C1)C1=NOC=N1)C1=CC=CC=C1 3,6-Dimethyl-8-[(1R)-1-[2-(1,2,4-oxadiazol-3-yl)anilino]ethyl]-2-phenyl-chromen-4-one